Ureidopropyltrihydroxyethoxysilane N(C(=O)N)CCC[SiH2]OCC(O)(O)O